2-methyl-2-(4-morpholinylphenyl)-1-[4-(methylthio)phenyl]-1-propanone CC(C(=O)C1=CC=C(C=C1)SC)(C)C1=CC=C(C=C1)N1CCOCC1